(R)-5-methoxy-3-(naphthalen-2-yl)-3-phenylindolin-2-one COC=1C=C2[C@@](C(NC2=CC1)=O)(C1=CC=CC=C1)C1=CC2=CC=CC=C2C=C1